O=C(C(=O)OCC(F)(F)F)N1[C@H](CC[C@@H](C1)C)C=1C=CC2=CN(N=C2C1)C 2,2,2-trifluoroethyl 2-oxo-2-[(2R,5S)-5-methyl-2-(2-methylindazol-6-yl)-1-piperidyl]acetate